N-(3-(2-methoxy-3-(1-((3R,4R)-4-methoxytetrahydrofuran-3-yl)-1H-pyrazol-4-yl)phenyl)-1-methyl-1H-pyrazolo[3,4-c]pyridin-5-yl)cyclopropanecarboxamide COC1=C(C=CC=C1C=1C=NN(C1)[C@@H]1COC[C@@H]1OC)C1=NN(C2=CN=C(C=C21)NC(=O)C2CC2)C